C(#N)C1=NC(=NN1C)C=1C(=CC(=C(C1)NC(=O)N1C2CC(CC1(C2)C=2OC(=NN2)C)C)F)C(F)(F)F cis-N-(5-(5-cyano-1-methyl-1H-1,2,4-triazol-3-yl)-2-fluoro-4-(trifluoromethyl)phenyl)-3-methyl-1-(5-methyl-1,3,4-oxadiazol-2-yl)-6-azabicyclo[3.1.1]heptane-6-carboxamide